(1S,4R,5S)-4-((6-chloropyridin-3-yl)methyl)-2-(3-(5-cyclopropylpyridazin-4-yl)-1H-pyrazol-5-yl)-2-azabicyclo[3.1.0]hexan-3-one ClC1=CC=C(C=N1)C[C@H]1C(N([C@H]2C[C@@H]12)C1=CC(=NN1)C1=CN=NC=C1C1CC1)=O